COC12CC(C1)(C2)C(=O)OC methyl 3-methoxybicyclo[1.1.1]pentane-1-carboxylate